UREA METHACRYLATE C(C(=C)C)(=O)O.NC(=O)N